2-chloro-5-[[5-(3,5-dichlorophenyl)-5-(trifluoromethyl)-4H-isoxazol-3-yl]sulfanyl]benzoic acid ClC1=C(C(=O)O)C=C(C=C1)SC1=NOC(C1)(C(F)(F)F)C1=CC(=CC(=C1)Cl)Cl